4-methoxy-7-[4-(oxan-4-yloxy)phenyl]-[1,3]thiazolo[4,5-c]pyridin COC1=NC=C(C2=C1N=CS2)C2=CC=C(C=C2)OC2CCOCC2